Methyl 2-[4-[5-amino-4-cyano-1-(2,2,2-trifluoroethyl)pyrazol-3-yl]phenyl]acetate NC1=C(C(=NN1CC(F)(F)F)C1=CC=C(C=C1)CC(=O)OC)C#N